C1(=CC=CS1)C(=O)[O-] thenoate